(5-((2-(3-oxa-8-azabicyclo[3.2.1]octan-8-yl)pyrimidin-5-yl)oxy)thiazol-2-yl)-3-methoxybicyclo[1.1.1]pentane-1-carboxamide C12COCC(CC1)N2C2=NC=C(C=N2)OC2=CN=C(S2)C2C1(CC2(C1)OC)C(=O)N